2-[(4S)-8-fluoro-2-[4-(3-methoxyphenyl)-piperazin-1-yl]-3-[2-methoxy-5-(trifluoromethyl)phenyl]-4H-quinazolin-4-yl]acetic acid FC=1C=CC=C2[C@@H](N(C(=NC12)N1CCN(CC1)C1=CC(=CC=C1)OC)C1=C(C=CC(=C1)C(F)(F)F)OC)CC(=O)O